CC(COC=1C=CC(=NC1)C(C)=O)CCC 1-(5-((2-methylpentyl)oxy)pyridin-2-yl)ethan-1-one